C(C)(=O)O[C@@H](C(=O)OCC)CC1=C(C=CC(=C1)O[Si](C)(C)C(C)(C)C)OCC1=NC(=NC=C1)OCCC(F)(F)F ethyl (R)-2-acetoxy-3-(5-((tert-butyldimethylsilyl)oxy)-2-((2-(3,3,3-trifluoropropoxy)pyrimidin-4-yl)methoxy)phenyl)propanoate